N-(4-((2-aminophenyl)carbamoyl)benzyl)-4-(naphthalen-1-ylmethoxy)quinoline-2-carboxamide NC1=C(C=CC=C1)NC(=O)C1=CC=C(CNC(=O)C2=NC3=CC=CC=C3C(=C2)OCC2=CC=CC3=CC=CC=C23)C=C1